N-cyclopropyl-2-(difluoromethoxy)-6-methoxy-benzamide C1(CC1)NC(C1=C(C=CC=C1OC)OC(F)F)=O